1-(4-(8-Chloro-6-fluoro-7-(3-hydroxynaphthalen-1-yl)-4-(((S)-1-methylpyrrolidin-2-yl)methoxy)-1H-imidazo[4,5-c]quinolin-1-yl)piperidin-1-yl)prop-2-en-1-one ClC1=CC=2C3=C(C(=NC2C(=C1C1=CC(=CC2=CC=CC=C12)O)F)OC[C@H]1N(CCC1)C)N=CN3C3CCN(CC3)C(C=C)=O